undeca-10-ene-1-thiol C(CCCCCCCCC=C)S